C(#N)[C@H](CC1=CC=C(C=C1)C=1C=CC2=C(N(C(O2)=O)C)C1)NC(=O)[C@H]1NCCOC1 (3S)-N-[(1S)-1-cyano-2-[4-(3-methyl-2-oxo-2,3-dihydro-1,3-benzoxazol-5-yl)phenyl]ethyl]morpholine-3-carboxamide